4-chloro-5-(chloromethyl)-1-methyl-1H-imidazole ClC=1N=CN(C1CCl)C